1-(tert-butyl) 2-ethyl 7-oxo-4,5,6,7-tetrahydro-1H-indole-1,2-dicarboxylate O=C1CCCC=2C=C(N(C12)C(=O)OC(C)(C)C)C(=O)OCC